5-bromo-2-(3-(t-butyldimethylsilyloxy)azetidin-1-yl)thiazole BrC1=CN=C(S1)N1CC(C1)O[Si](C)(C)C(C)(C)C